6-amino-2-(4-chloro-5-((6-hydroxy-5-isopropylpyridin-3-yl)oxy)-6-methylpyridin-2-yl)-1,2,4-triazine-3,5(2h,4h)-dione NC=1C(NC(N(N1)C1=NC(=C(C(=C1)Cl)OC=1C=NC(=C(C1)C(C)C)O)C)=O)=O